4,4-difluorocyclohexyl L-alaninate N[C@@H](C)C(=O)OC1CCC(CC1)(F)F